OC(=O)C(F)(F)F.N[C@@H](CC(N)=O)C(=O)O Asparagine TFA salt